FC=1C=C2C(C(=CN(C2=NC1N1CC(C1)C(CCCC)=O)C1=NC=NS1)C(=O)O)=O 6-fluoro-4-oxo-7-(3-pentanoylazetidin-1-yl)-1-(1,2,4-thiadiazol-5-yl)-1,4-dihydro-1,8-naphthyridine-3-carboxylic acid